S(=O)(=O)(O)O.NNC(=N)N aminoguanidine sulfate salt